N-[(1S)-1-cyclopropylethyl]-2-methoxy-2'-(trifluoromethyl)-[3,4'-bipyridine]-5-carboxamide C1(CC1)[C@H](C)NC(=O)C=1C=C(C(=NC1)OC)C1=CC(=NC=C1)C(F)(F)F